butene-1,2,3,4-tetraol C(=C(C(CO)O)O)O